NC=1C(NC(N(N1)C1=CC(=C(C(=C1)Cl)CC1=NNC(C(=C1)C(C)C)=O)Cl)=O)=O 6-Amino-2-[3,5-dichloro-4-[(5-isopropyl-6-oxo-1H-pyridazin-3-yl)methyl]-phenyl]-4H-1,2,4-triazine-3,5-dione